(5Z)-3-[(1-methanesulfonylpyrrolidin-3-yl)methyl]-5-[(2,4,6-trifluoro-3-hydroxyphenyl)methylidene]-1,3-thiazolidine-2,4-dione CS(=O)(=O)N1CC(CC1)CN1C(S\C(\C1=O)=C/C1=C(C(=C(C=C1F)F)O)F)=O